8-(4-(methoxy)phenyl)-N-(3-(4-t-butoxycarbonylpiperazin-1-yl)phenyl)quinazolin-2-amine COC1=CC=C(C=C1)C=1C=CC=C2C=NC(=NC12)NC1=CC(=CC=C1)N1CCN(CC1)C(=O)OC(C)(C)C